N1(CCC1)C=1SC(=CN1)Br 2-(azetidin-1-yl)-5-bromothiazole